COC(=O)C1(C(NC(C(C1C1=CC=CC2=NON=C21)(C(=O)O)C(C)C)C)C)C 3-methyl-5-propan-2-yl-4-(2,1,3-benzooxadiazol-4-yl)-2,6-dimethyl-1,4-dihydropyridine-3,5-dicarboxylic acid 3-methyl ester